5-(2-(2-(benzyloxy)acetamido)imidazo[1,2-b]pyridazin-6-yl)-2-methoxynicotinic acid, lithium salt [Li+].C(C1=CC=CC=C1)OCC(=O)NC=1N=C2N(N=C(C=C2)C=2C=NC(=C(C(=O)[O-])C2)OC)C1